(R)-2-(6-cyano-1-(2-(5-fluoro-2-(2-fluoroethoxy)phenyl)-2-((tetrahydro-2H-pyran-4-yl)oxy)ethyl)-5-methyl-2,4-dioxo-1,2-dihydrothieno[2,3-d]pyrimidin-3(4H)-yl)-2-methylpropionic acid C(#N)C1=C(C2=C(N(C(N(C2=O)C(C(=O)O)(C)C)=O)C[C@H](OC2CCOCC2)C2=C(C=CC(=C2)F)OCCF)S1)C